C(CCCCCCCCCCCCCCC)(=O)OC[C@@H](OC(CCCCCCCCCCCCCCC)=O)COP(=O)(O)OCC[N+](C)(C)C 1,2-di(hexadecanoyl)-sn-glycero-3-phosphorylcholine